2-(3-(3-chloro-4-((3,5-difluoropyridin-2-yl)methoxy)-5',6-dimethyl-2-oxo-2H-[1,4'-bipyridyl]-2'-yl)phenyl)-2-methylpropanenitrile ClC=1C(N(C(=CC1OCC1=NC=C(C=C1F)F)C)C1=CC(=NC=C1C)C=1C=C(C=CC1)C(C#N)(C)C)=O